C(C)(=O)N(C1=C(C=C(C=C1)C1=CC=C(C=N1)C(=O)OC)Cl)CC1CC1 methyl 6-[4-[acetyl(cyclopropylmethyl)amino]-3-chloro-phenyl]pyridine-3-carboxylate